5-[(5-{4-[(3-hydroxyazetidin-3-yl)methoxy]-2-methoxypyridin-3-yl}-1H-pyrazol-3-yl)amino]pyrazine-2-carbonitrile OC1(CNC1)COC1=C(C(=NC=C1)OC)C1=CC(=NN1)NC=1N=CC(=NC1)C#N